6-bromo-2-chloro-3-(3-methoxy-2-(trityloxy)propoxy)pyridine BrC1=CC=C(C(=N1)Cl)OCC(COC)OC(C1=CC=CC=C1)(C1=CC=CC=C1)C1=CC=CC=C1